3-(trihydroxysilylpropyl)dimethyloctadecyl-ammonium chloride [Cl-].O[Si](O)(O)CCCC(CC[NH+](C)C)CCCCCCCCCCCCCCC